FC(CC(=O)NN)(F)F 3,3,3-trifluoropropanehydrazide